4,7-bis(4-dodecylthiophen-2-yl)-5,6-difluorobenzo[C][1,2,5]selenadiazole C(CCCCCCCCCCC)C=1C=C(SC1)C1=C(C(=C(C2=N[Se]N=C21)C=2SC=C(C2)CCCCCCCCCCCC)F)F